(S)-7-((4-((1-ethyl-1H-pyrazol-4-yl)oxy)-3,5-difluorobenzyl)oxy)-3,4,11,11a-tetrahydropyrimido[6',1':2,3]imidazo[5,1-c][1,4]oxazin-9(1H)-one C(C)N1N=CC(=C1)OC1=C(C=C(COC2=NC(N3C(N4[C@H](COCC4)C3)=C2)=O)C=C1F)F